tetramethyl-1,8-octanediol CC(C(O)(C)C)(CCCCCCO)C